FC(CC(C(=O)O)C)(F)F 4,4,4-trifluoro-2-methylbutanoic acid